C1(=CC=CC=C1)N(C1=CC=C(C=C1)C1=CC(=CC=C1)O)C1=CC=CC=C1 4'-(diphenylamino)-3-hydroxy-[1,1'-biphenyl]